C(C)(C)(C)OC(=O)N[C@@H](CO)C(=O)O N-(t-butoxycarbonyl)serine